ethyl-formate C(C)OC=O